NC(C(=O)O)CCC α-aminovaleric acid